L-3,5-dinitrobenzoic acid [N+](=O)([O-])C=1C=C(C(=O)O)C=C(C1)[N+](=O)[O-]